1-(4-(hydroxymethyl)phenyl)-3-(3-bromophenyl)urea OCC1=CC=C(C=C1)NC(=O)NC1=CC(=CC=C1)Br